(4S,7S,9aS)-N-((R)-2,3-dihydro-1H-inden-1-yl)-8,8-dimethyl-4-((S)-2-(methylamino)propanamido)-5-oxooctahydropyrrolo[2,1-b][1,3]thiazepine-7-carboxamide [C@H]1(CCC2=CC=CC=C12)NC(=O)[C@@H]1C(C[C@@H]2SCC[C@@H](C(N21)=O)NC([C@H](C)NC)=O)(C)C